(S)-2-(2,5-difluoro-4-(6-((1-methyl-1H-benzo[d][1,2,3]triazol-5-yl)methoxy)pyridin-2-yl)benzyl)-1-(oxetan-2-ylmethyl)-1H-benzo[d]imidazole-6-carboxylic acid FC1=C(CC2=NC3=C(N2C[C@H]2OCC2)C=C(C=C3)C(=O)O)C=C(C(=C1)C1=NC(=CC=C1)OCC1=CC3=C(N(N=N3)C)C=C1)F